CC12CC(NC2C1)C(=O)O 5-methyl-2-azabicyclo[3.1.0]hexane-3-carboxylic acid